C(C)(C)(C)OC(=O)NC=1N=C(N(C1)C)C(=O)NCCC(=O)NC=1C=C(N(C1)C)C(=O)NC=1N=C(N(C1)C)C(=O)NCCC(=O)OC methyl 3-[(4-[4-[3-([4-[(tert-butoxycarbonyl)amino]-1-methylimidazol-2-yl]formamido)propanamido]-1-methylpyrrole-2-amido]-1-methylimidazol-2-yl)formamido]propanoate